4-isopropyl-5-(8-methyl-[1,2,4]triazolo[1,5-a]pyridin-6-yl)-N-(1-(2-(methylamino)ethyl)piperidin-4-yl)-1H-pyrazole-3-carboxamide C(C)(C)C=1C(=NNC1C=1C=C(C=2N(C1)N=CN2)C)C(=O)NC2CCN(CC2)CCNC